ClC1=C(C=NC(=C1)C)C(=O)OC methyl 4-chloro-6-methyl-pyridine-3-carboxylate